4-(6-bromo-8-chloro-quinazolin-2-yl)morpholine BrC=1C=C2C=NC(=NC2=C(C1)Cl)N1CCOCC1